BrC=1C=CC2=C(N(CC(N2)=O)[C@@H]2CC[C@H](CC2)N(C2=CC=CC=C2)CC2CC2)N1 trans-6-Bromo-4-[4-[N-(cyclopropylmethyl)anilino]cyclohexyl]-1,3-dihydropyrido[2,3-b]pyrazin-2-one